BrC1=C(N=CS1)OCC1=C(C=C(C=C1)Cl)F 5-bromo-4-[(4-chloro-2-fluoro-phenyl)methoxy]thiazole